C(C)(C)(C)N1C=C(C(C(=C1)C1=CC=C(C=C1)F)=O)C(=O)NC1=CC(=C(C=C1)OC1=CC=NC2=CC(=C(N=C12)OC)OC)F 1-tert-butyl-N-[4-[(6,7-dimethoxy-1,5-naphthyridin-4-yl)oxy]-3-fluorophenyl]-5-(4-fluorophenyl)-4-oxopyridine-3-carboxamide